tert-butyl-1H-1,2,4-triazole C(C)(C)(C)N1N=CN=C1